C1(CCC1)C1C=NC2=C(C1=O)C(=CN2C)NC(OC(C)(C)C)=O Tert-butyl (5-cyclobutyl-1-methyl-4-oxo-4,5-dihydro-1H-pyrrolo[3,2-e]pyridin-3-yl)carbamate